C(C)N1N=C2C(=CC=C(C2=C1)N1CCNCC1)C(=O)NC1=CC2=C(N=C(O2)CO)C(=C1)F 2-ethyl-N-[4-fluoro-2-(hydroxymethyl)-1,3-benzoxazol-6-yl]-4-(piperazin-1-yl)indazole-7-carboxamide